bis(4-isocyanatophenyl) sulfate S(=O)(=O)(OC1=CC=C(C=C1)N=C=O)OC1=CC=C(C=C1)N=C=O